COC1=C(C=CC=C1)C1NC2(C3NNC(N3C3SC4C[C@H](CC4C13)C(=O)N1CCOCC1)C)CC2 (13'S)-9'-(2-methoxyphenyl)-3'-methyl-13'-(morpholine-4-carbonyl)-16'-thia-2',4',5',8'-tetraazaspiro[cyclopropane-1,7'-tetracyclo[8.6.0.02,6.011,15]hexadecane]